2-(2,5-Dimethoxy-4-ethylthiophenyl)-N-[(2-methoxyphenyl)methyl]ethanamine COC=1SC(=C(C1CCNCC1=C(C=CC=C1)OC)CC)OC